FC(OC=1C=C(C=CC1)CNC(=O)C=1C(=NN2C1C=C(C=C2)OCC2=NC=CC=C2)C)F N-{[3-(difluoromethoxy)phenyl]methyl}-2-methyl-5-[(pyridin-2-yl)methoxy]pyrazolo[1,5-a]pyridine-3-carboxamide